3-(5-cyano-methylphenyl)-4-(2,6-diisopropylphenyl)-5-phenyl-4H-1,2,4-triazole C(#N)C=1C=CC(=C(C1)C1=NN=C(N1C1=C(C=CC=C1C(C)C)C(C)C)C1=CC=CC=C1)C